CN1CCC2(CC1)C1=CC=CC=C1C=1C=CC=CC12 methyl-spiro[fluorene-9,4'-piperidine]